ClC=1C=NC=C(C1[C@@H](C)OC=1C=C2C(=NNC2=CC1)C=1C=CC(=NC1)N1CC2NC(C1)C2)Cl 3-(5-(5-((R)-1-(3,5-Dichloropyridin-4-yl)ethoxy)-1H-indazol-3-yl)pyridin-2-yl)-3,6-diazabicyclo[3.1.1]heptane